2-chloro-6-(4-methylpiperazin-1-yl)pyrimidine ClC1=NC(=CC=N1)N1CCN(CC1)C